C(C)SC1=C(C(=CC(=N1)N1CCC(CC1)C(=O)O)C)C(N(C)C1=CC(=CC=C1)F)=O 1-[6-Ethylsulfanyl-5-[(3-fluorophenyl)-methyl-carbamoyl]-4-methyl-pyridin-2-yl]-piperidine-4-carboxylic acid